C1(CCC1)NC=1C2=C(N=C(N1)CO)N(C(C2(C)C)=O)C=2C=NC(=NC2)N2CC(CC2)(F)F 4-(cyclobutylamino)-7-(2-(3,3-difluoropyrrolidin-1-yl)pyrimidin-5-yl)-2-(hydroxymethyl)-5,5-dimethyl-5,7-dihydro-6H-pyrrolo[2,3-d]pyrimidin-6-one